COC(C(C(=O)OC)C(CC(=O)C=1N(C=CN1)C)C1=CC=CC=C1)=O 2-(3-(1-methyl-1H-imidazole-2-yl)-3-oxo-1-phenylpropyl)malonic acid dimethyl ester